ClC1=CN=C2C=C(C(NC2=C1)=O)[N+](=O)[O-] 7-Chloro-3-nitro-1H-1,5-naphthyridin-2-one